BrC1=CC=C(C=2N(C(N(C21)C)=O)C2C(NC(CC2)=O)=O)F 3-(4-bromo-7-fluoro-3-methyl-2-oxo-benzoimidazol-1-yl)piperidine-2,6-dione